NC=1SC2=C(C=NC=C2N2C[C@@H](O[C@@H](C2)C)C(=O)N2[C@H](C3=C(C=C(C=C3CC2)C(F)(F)F)Cl)C)N1 ((2R,6R)-4-(2-aminothiazolo[4,5-c]pyridin-7-yl)-6-methylmorpholin-2-yl)((S)-8-chloro-1-methyl-6-(trifluoromethyl)-3,4-dihydroisoquinolin-2(1H)-yl)methanone